(2R,3R,4R,5S)-1-((1-(3-fluorophenyl)piperidin-4-yl)methyl)-2-(hydroxymethyl)piperidine-3,4,5-triol FC=1C=C(C=CC1)N1CCC(CC1)CN1[C@@H]([C@H]([C@@H]([C@H](C1)O)O)O)CO